C(CC(O)(C(=O)O)CC(=O)O)(=O)O.[V+4].OC1=CC=NC2=CC=C(C=C12)C(=O)N1[C@H]2CC=3C(=NN(C3C3=CC=CC=C3)C)[C@@H]1CCC2 |r| racemic-(4-Hydroxyquinolin-6-yl)((5R,9S)-2-methyl-3-phenyl-4,5,6,7,8,9-hexahydro-2H-5,9-epiminocycloocta[c]pyrazol-10-yl)methanone vanadium (IV) compound with citric acid